4-amino-N-(5-(trifluoromethyl)benzo[d]oxazol-2-yl)-1H-pyrazolo[3,4-d]pyrimidine-3-carboxamide NC1=C2C(=NC=N1)NN=C2C(=O)NC=2OC1=C(N2)C=C(C=C1)C(F)(F)F